N1(CCNCC1)C=1C=CC(=NC1)C1C(NC(CC1)=O)=O 3-(5-piperazin-1-yl-2-pyridyl)piperidine-2,6-dione